2-(((2-Chlorothiazol-5-yl)methyl)amino)ethanol ClC=1SC(=CN1)CNCCO